6-methylcyclohexanecarboxylic acid CC1CCCCC1C(=O)O